{6-[(3S,4S)-4-amino-3-methyl-2-oxa-8-azaspiro[4.5]decan-8-yl]-3-(2-chlorophenyl)-1H-pyrazolo[3,4-b]pyrazin-5-yl}methanol N[C@@H]1[C@@H](OCC12CCN(CC2)C2=C(N=C1C(=N2)NN=C1C1=C(C=CC=C1)Cl)CO)C